1-{3-[(1H-Imidazol-5-yl)methoxy]-4-phenoxyphenyl}-3-(3-methylphenyl)-1,3,5-triazinan-2,4,6-trion N1C=NC=C1COC=1C=C(C=CC1OC1=CC=CC=C1)N1C(N(C(NC1=O)=O)C1=CC(=CC=C1)C)=O